COC=1C=C(C=CC1)C1=NC(=NS1)C=1C=C2C=CN(C2=CC1)C(C)C 5-[5-(3-methoxyphenyl)-1,2,4-thiadiazol-3-yl]-1-(propan-2-yl)-1H-indole